ClCC1=C(C(=NC=C1)NC1C(NC(CC1)=O)=O)F 3-((4-(chloromethyl)-3-fluoropyridin-2-yl)amino)piperidine-2,6-dione